N-(4-(anthracen-9-ylethynyl)phenyl)-3,4,5-tris(2-(2-methoxyethoxy)ethoxy)benzamide C1=CC=CC2=CC3=CC=CC=C3C(=C12)C#CC1=CC=C(C=C1)NC(C1=CC(=C(C(=C1)OCCOCCOC)OCCOCCOC)OCCOCCOC)=O